C1(CCC1)CN1N=CC(=C1C)C1=NC(=CC=C1C(C)=O)N1C=NC2=C1C=CC(=C2)NC=2N=NC(=CC2)C 1-[2-[1-(cyclobutylmethyl)-5-methyl-pyrazol-4-yl]-6-[5-[(6-methylpyridazin-3-yl)amino]benzimidazol-1-yl]-3-pyridinyl]ethanone